FC=1C(=CC(=C(C(=O)O)C1)O[C@H](C(F)(F)F)C)N1N=C2N(C=CC=C2)C1=O 5-fluoro-4-(3-oxo[1,2,4]triazolo[4,3-a]pyridin-2(3H)-yl)-2-{[(2S)-1,1,1-trifluoropropan-2-yl]oxy}benzoic acid